N1C=C(C=2C1=NC=CC2)C=2SC=C(N2)C=2C=C(C=CC2)[C@@]2(C(CC=1C2=NC=CC1)(C)C)O (R)-7-(3-(2-(1H-Pyrrolo[2,3-b]pyridin-3-yl)thiazol-4-yl)phenyl)-6,6-dimethyl-6,7-dihydro-5H-cyclopenta[b]pyridin-7-ol